CC1(OB(OC1(C)C)C1=CN=CS1)C 5-(4,4,5,5-tetramethyl-1,3,2-dioxaborolan-2-yl)-1,3-thiazole